NC1=CC=C(C=C1)CCNC=1N(CCN1)C(=O)OC(C)(C)C tert-butyl 2-{[2-(4-aminophenyl)ethyl]amino}-4,5-dihydro-1H-imidazole-1-carboxylate